ClC1=CC(=C(C=C1)N1N=NC(=C1CO)C(=O)OC)C(C1=C(C=CC=C1)F)=O Methyl 1-[4-chloro-2-(2-fluorobenzoyl)phenyl]-5-(hydroxymethyl)-1H-1,2,3-triazole-4-carboxylate